2-(5,6-diphenylpyrazin-2-yl)sulfanyl-N-methylacetamide C1(=CC=CC=C1)C=1N=CC(=NC1C1=CC=CC=C1)SCC(=O)NC